[Se].[Fe].[Zn] Zinc-iron-selenium